(S)-2-(4-(6-((4-cyanobenzyl)oxy)-5-fluoropyridin-2-yl)-2,3,6-trifluorobenzyl)-1-(4,4-dimethyltetrahydrofuran-3-yl)-1H-benzo[d]imidazole-6-carboxylic acid C(#N)C1=CC=C(COC2=C(C=CC(=N2)C2=C(C(=C(CC3=NC4=C(N3[C@@H]3COCC3(C)C)C=C(C=C4)C(=O)O)C(=C2)F)F)F)F)C=C1